4-(1-((endo)-2-azabicyclo[2.1.1]hexan-5-yl)-4-(3-(dimethyl-amino)azetidin-1-yl)-6-fluoro-8-methyl-1H-imidazo[4,5-c]quinolin-7-yl)naphthalen-2-ol C12NCC(C1N1C=NC=3C(=NC=4C(=C(C(=CC4C31)C)C3=CC(=CC1=CC=CC=C31)O)F)N3CC(C3)N(C)C)C2